C(C)(=O)NC1=C(C(=O)O)C=CC(=C1)[C@@H]1N(CCN(C1)CC(F)F)CC1=C2C=CNC2=C(C=C1OC)C (s)-2-Acetamido-4-(4-(2,2-difluoroethyl)-1-((5-methoxy-7-methyl-1H-indol-4-yl)methyl)piperazin-2-yl)benzoic acid